OCC1=C(C2=CC=CC=C2C=C1)C1=C(C=O)C=CC=C1 2-(2-(hydroxymethyl)naphthalene-1-yl)benzaldehyde